NC(C(=O)OCCCCCCCCCCCCCCCCCC)C.[Na] sodium stearyl aminopropionate